C(C)NC(=N)[C@H]1N2C(N([C@H](CC1)C2)OS(=O)(=O)O)=O.C(C)(C)N(C=O)C2C(CCCC2)NC2=CC=CC=C2 N-isopropyl-N-(2-(phenylamino)cyclohexyl)formamide (2S,5R)-2-(N-Ethylcarbamimidoyl)-7-oxo-1,6-diazabicyclo[3.2.1]octan-6-yl-hydrogensulfate